5-(4-Acetylphenyl)-2-(4-(trifluoromethyl)phenyl)Oxazole-4-carboxylic acid ethyl ester C(C)OC(=O)C=1N=C(OC1C1=CC=C(C=C1)C(C)=O)C1=CC=C(C=C1)C(F)(F)F